N-[(6-Amino-2-pyridyl)sulfonyl]-6-(6-isopropoxy-3-pyridyl)-2-(2-methyl-1-piperidyl)pyridin-3-carboxamid NC1=CC=CC(=N1)S(=O)(=O)NC(=O)C=1C(=NC(=CC1)C=1C=NC(=CC1)OC(C)C)N1C(CCCC1)C